3-bromo-7-methyl-imidazo[1,2-a]pyridine-8-carbonitrile BrC1=CN=C2N1C=CC(=C2C#N)C